N1=CN=CC2=C1NC(C21CCCCC1)=O spiro[cyclohexane-1,5'-pyrrolo[2,3-d]pyrimidin]-6'(7'H)-one